FC1=C(C=CC(=C1)F)CNC(=O)C=1C(C(=C2N(C[C@H]3N[C@@H]4[C@@H](N3C2=O)CCCC4)C1)OCC1=CC=CC=C1)=O (6aS,7aS,11aS)-N-[(2,4-difluorophenyl)methyl]-2,13-dioxo-1-[(phenylmethyl)oxy]-2,6a,7,7a,8,9,10,11,11a,13-decahydro-6H-pyrido[1',2':4,5]pyrazino[1,2-a]benzimidazole-3-carboxamide